CC(C)(C)[S@](=O)/N=C/COC(C(F)(F)F)(C)C (S,E)-2-methyl-N-(2-((1,1,1-trifluoro-2-methylpropan-2-yl)oxy)ethylidene)propane-2-sulfinamide